[O-]P([O-])(=O)OP(=O)([O-])[O-].[Fe+3].[Zn+] zinc ferric pyrophosphate